[C@@H]1([C@H](O)[C@H](S)[C@@H](CO)O1)N1C=NC=2C(N)=NC=NC12 3'-thioadenosine